ClC1=CC(=C(C=C1)C1(OC2=C(O1)C=CC=C2C=2CCN(C(C2)=O)CC2=NC1=C(N2C[C@H]2OCC2)C=C(C=C1)C(=O)O)C)F 2-((4-(2-(4-Chloro-2-fluorophenyl)-2-methylbenzo[d][1,3]dioxol-4-yl)-6-oxo-3,6-dihydropyridin-1(2H)-yl)methyl)-1-(((S)-oxetan-2-yl)methyl)-1H-benzo[d]imidazole-6-carboxylic acid